FN(C1=NOC=C1C)F difluoro-methylisoxazol-3-amine